thienylhydrazine S1C(=CC=C1)NN